ClC1=C(C(=O)N2COC3=C(C2)C=CC=C3C3=CC(=C(C(=O)O)C=C3F)N3C2COCC3CC2)C(=CC(=C1)N1[C@@H](CN([C@@H](C1)C)C)C)F 4-[3-[2-Chloro-6-fluoro-4-[(2R,5R)-2,4,5-trimethylpiperazin-1-yl]benzoyl]-2,4-dihydro-1,3-benzoxazin-8-yl]-5-fluoro-2-(3-oxa-8-azabicyclo[3.2.1]oct-8-yl)benzoic acid